BrC1=NN(C(=C1)C(=O)NC1(CCCC1)C(NC1=CC=CC=C1)=O)C1=NC=CC=C1Cl 3-bromo-1-(3-chloropyridin-2-yl)-N-(1-(phenylcarbamoyl)cyclopentyl)-1H-pyrazole-5-carboxamide